(2-((2-cyclopropyl-2,2-difluoroethyl)amino)-7H-pyrrolo[2,3-d]pyrimidin-5-yl)-2,2-dimethylchroman-4-one C1(CC1)C(CNC=1N=CC2=C(N1)NC=C2C2C(OC1=CC=CC=C1C2=O)(C)C)(F)F